benzothieno[2,3-d]pyridazine C1=C2C(=CN=N1)SC1=C2C=CC=C1